C(C)(C)(C)[Si](OC1CCC(CC1)N1N=CC(=C1C)C=1C=C(C=2N(C1)N=CC2C#N)OC(CO[Si](C)(C)C(C)(C)C)C2=NC=C(C=C2)F)(C)C 6-[1-[4-[tertbutyl(dimethyl)silyl]oxycyclohexyl]-5-methyl-pyrazol-4-yl]-4-[2-[tert-butyl(dimethyl)silyl]oxy-1-(5-fluoro-2-pyridyl)ethoxy]pyrazolo[1,5-a]pyridine-3-carbonitrile